FC(C(=O)O)(F)F.NC=1N=CC(=NC1C=1C(=NN(C1)C)C)C=1C=C(C=CC1C)S(=O)(=O)NC12CC(C1)(C2)C#N 3-(5-Amino-6-(1,3-dimethyl-1H-pyrazol-4-yl)pyrazin-2-yl)-N-(3-cyanobicyclo[1.1.1]pentan-1-yl)-4-methylbenzenesulfonamide Trifluoroacetate Salt